NC1=NC(=NN1S(=O)(=O)C1=C(N=C(S1)NC(C)=O)C)NC1=CC=C(C=C1)CC#N N-[5-[[5-amino-3-[4-(cyanomethyl)anilino]-1,2,4-triazol-1-yl]sulfonyl]-4-methyl-thiazol-2-yl]acetamide